C(C)N(S(=O)(=O)C1=CC=C(C=C1)S(=O)(=O)N1C[C@@H](CCC1)C(=O)N1CCN(CC1)C(=O)OC(C)(C)C)CC tert-Butyl (R)-4-(1-((4-(N,N-diethylsulfamoyl)phenyl)sulfonyl)piperidine-3-carbonyl)piperazine-1-carboxylate